3,9-bis{2-[3-(3-tert-butyl-4-hydroxy-5-methylphenyl)-propionyloxy]-1,1-dimethylethyl}-2,4,8,10-tetraoxaspiro(5.5)undecane C(C)(C)(C)C=1C=C(C=C(C1O)C)CCC(=O)OCC(C)(C)C1OCC2(CO1)COC(OC2)C(COC(CCC2=CC(=C(C(=C2)C)O)C(C)(C)C)=O)(C)C